O1C(OCC1)C1=CC=C(COC2=C(C(N(N=C2)C(C)(C)C)=O)C)C=C1 5-((4-(1,3-dioxolan-2-yl)benzyl)oxy)-2-(tert-butyl)-4-methylpyridazin-3(2H)-one